1-(2-(4-bromophenoxy)ethyl)-4-(trimethylsilyl)-1H-1,2,3-triazole BrC1=CC=C(OCCN2N=NC(=C2)[Si](C)(C)C)C=C1